C(CCCCCCC)C(C(=O)OCCCCCCOCC(COCCOCCOCCOCCOCC1=CC=CC=C1)OCCCCCCOC(C(CCCCCCCC)CCCCCCCC)=O)CCCCCCCC 6-[3-[2-[2-[2-(2-benzyloxyethoxy)ethoxy]ethoxy]ethoxy]-2-[6-(2-octyldecanoyloxy)hexoxy]propoxy]hexyl 2-octyldecanoate